ClC=1C=NC=C(C1[C@@H](C)OC=1C=C2C(=NNC2=CC1)C=1C=CC(=NC1)NC(=O)N1CCN(CC1)C)Cl N-[5-[5-[(1R)-1-(3,5-dichloro-4-pyridyl)ethoxy]-1H-indazol-3-yl]-2-pyridyl]-4-methyl-piperazine-1-carboxamide